4-amino-1-(quinolin-8-yl)pyrrolidin-2-one Hydrochloride salt Cl.NC1CC(N(C1)C=1C=CC=C2C=CC=NC12)=O